C(CCCCCCCCC#CCC#CCC#CCCCCC)(=O)O 10,13,16-docosatriynoic acid